[I-].C[N+](CCCCCCCC)(CCCCCCCC)C dimethyl-dioctyl-ammonium iodide